(R)-1-(1-acryloylpyrrolidin-3-yl)-3-(3-chloro-4-((3-(trifluoromethyl)benzyl)oxy)phenyl)-1H-imidazo[4,5-c]pyridine-2(3H)-one C(C=C)(=O)N1C[C@@H](CC1)N1C(N(C=2C=NC=CC21)C2=CC(=C(C=C2)OCC2=CC(=CC=C2)C(F)(F)F)Cl)=O